COC(=O)C=1C=CC2=C(N(C(=N2)CN2CCC(CC2)C2=NC(=CC=C2)OCC2=C(C=C(C=C2)C(C)=O)OCC)C[C@H]2OCC2)C1 (S)-2-((4-(6-((4-acetyl-2-ethoxybenzyl)oxy)Pyridin-2-yl)piperidin-1-yl)methyl)-1-(oxetan-2-ylmethyl)-1H-benzo[d]imidazole-6-carboxylic acid methyl ester